ClC=1C=C(C2=C(C(=CO2)COC2=C(C=CC=C2)C(C(=O)OCC)C)C1)NCC1CCCC1 ethyl 2-(2-((5-chloro-7-((cyclopentylmethyl)amino)benzofuran-3-yl)methoxy)phenyl)propanoate